FC(S(=O)(=O)[O-])(F)F.BrC1=[N+](C=CC=C1C1=CC=CC2=C1OC1=C2C=CC=C1)C 2-bromo-3-(dibenzo[b,d]furan-4-yl)-1-methylpyridin-1-ium trifluoromethanesulfonate